perhydrosqualene CC(C)CCCC(C)CCCC(C)CCCCC(C)CCCC(C)CCCC(C)C